C(C)(C)C=1C(=NNC1C=1C=C(C=2N(C1)N=CN2)C)C2=CC=C(C=C2)[C@H](C)N(C(=O)[C@H]2N(CC2)C2COC2)C (S)-N-((S)-1-(4-(4-isopropyl-5-(8-methyl-[1,2,4]triazolo[1,5-a]pyridin-6-yl)-1H-pyrazol-3-yl)phenyl)ethyl)-N-methyl-1-(oxetan-3-yl)azetidine-2-carboxamide